3,3-dimethyl-N-(3-methyl-1,1-dioxo-thietan-3-yl)-2-oxo-1-[3-(trifluoromethoxy)phenyl]indoline-5-carboxamide CC1(C(N(C2=CC=C(C=C12)C(=O)NC1(CS(C1)(=O)=O)C)C1=CC(=CC=C1)OC(F)(F)F)=O)C